4-iodo-1-methylpyridin-2(1H)-one IC1=CC(N(C=C1)C)=O